2'-dibenzoylaminobiphenyl disulfide C(C1=CC=CC=C1)(=O)N(C1=C(C=CC=C1)C12C(C3C(C=C1)S3)S2)C(C2=CC=CC=C2)=O